NC=1SC2=C(N1)C(=CC=C2)CN2C(=NC=C2)C(=O)O 1-((2-aminobenzo[d]thiazol-4-yl)methyl)-1H-imidazole-2-carboxylic acid